Tert-butyl 4-[(7-chloro-1,6-naphthyridin-2-yl) (2-methoxy-2-oxoethyl)amino]piperidine-1-carboxylate ClC1=NC=C2C=CC(=NC2=C1)N(C1CCN(CC1)C(=O)OC(C)(C)C)CC(=O)OC